FC1=CC2=C(N=CN=C2NC2=CC(=C(C=C2)OC2=CC3=C(N(C=N3)C)C=C2)C)C=N1 6-fluoro-N-{3-methyl-4-[(1-methyl-1,3-benzodiazol-5-yl)oxy]phenyl}pyrido[3,4-d]pyrimidin-4-amine